2-(chloromethyl)-7-isobutylquinazolin-4(3H)-one ClCC1=NC2=CC(=CC=C2C(N1)=O)CC(C)C